FCC1OC2=C(C(=NC(=C2)SC)C2=CN(C3=CN=C(C=C32)NC(C)=O)C)OC1 N-(3-(2-(fluoromethyl)-7-(methylthio)-2,3-dihydro-[1,4]dioxino[2,3-c]pyridin-5-yl)-1-methyl-1H-pyrrolo[2,3-c]pyridin-5-yl)acetamide